2-([1,1'-biphenyl]-4-ylsulfonyl)-2,5-diazabicyclo[2.2.1]heptane C1(=CC=C(C=C1)S(=O)(=O)N1C2CNC(C1)C2)C2=CC=CC=C2